CC1=C(C(=O)[Ge](C(C2=C(C=CC=C2)C)=O)(C(C2=C(C=CC=C2)C)=O)C(C2=C(C=CC=C2)C)=O)C=CC=C1 Tetrakis(2-methylbenzoyl)germane